(methyl-d3)-1,2,4-thiadiazole-5-carbohydrazide C([2H])([2H])([2H])C1=NSC(=N1)C(=O)NN